C[Si](=C1C(=CC2=C(C=3CCCC3C(=C12)C1=CC(=CC(=C1)C)C)C1=CC(=CC(=C1)C)C)C)C trans-dimethylsilanediyl-[2-methyl-4,8-bis(3,5-dimethylphenyl)-1,5,6,7-tetrahydro-s-indacen]